2-Methyl-6-(2,3,5,6-Tetrafluoro-3'-(Azolidin-1-ylMethyl)-[1,1'-Biphenyl]-4-yl)-1H-benzo[d]Imidazol CC1=NC2=C(N1)C=C(C=C2)C2=C(C(=C(C(=C2F)F)C2=CC(=CC=C2)CN2CCCC2)F)F